NC=1C=C(C=C(C1)Br)C1(COC1)O 3-(3-amino-5-bromophenyl)oxetan-3-ol